C(CCCCCCC\C=C/CCCCCCCC)(=O)O.C(CCCCCCC\C=C/CCCCCCCC)(=O)O.C(CCCCCCC\C=C/CCCCCCCC)(=O)O.OCC(O)CO.OCC(O)CO.OCC(O)CO triglycerin trioleate